BrC1=CC(=CC=2OCCN(C21)C2CC(N(C2)C(=O)OCCCC)(C(=O)OC)C)Cl butyl 2-methyl 4-(5-bromo-7-chloro-2H-benzo[b][1,4]oxazin-4(3H)-yl)-2-methylpyrrolidine-1,2-dicarboxylate